ClC1=CC(=C(C=C1)C1=NC(=CN2C1=NC(=C(C2=O)C)C)N2C[C@@H](O[C@H](C2)C=2C=NNC2)C)F 9-(4-chloro-2-fluoro-phenyl)-2,3-dimethyl-7-[(2S,6S)-2-methyl-6-(1H-pyrazol-4-yl)morpholin-4-yl]pyrazino[1,2-a]pyrimidin-4-one